NC1=C(C#N)C=C(C(=N1)Cl)C(F)(F)F amino-6-chloro-5-(trifluoromethyl)nicotinonitrile